((3-fluoro-4-iodopyridin-2-yl)methyl)carbamic acid tert-butyl ester C(C)(C)(C)OC(NCC1=NC=CC(=C1F)I)=O